8-methoxy-6-[7-[(1-methylazetidin-3-yl)methoxy]imidazo[1,2-a]pyridin-3-yl]-2-(2,2,2-trifluoroethyl)-3,4-dihydroisoquinolin-1-one COC=1C=C(C=C2CCN(C(C12)=O)CC(F)(F)F)C1=CN=C2N1C=CC(=C2)OCC2CN(C2)C